C(C)(C)(C)NC(=O)C1=C(C2=C(CN(C2)C2=NOC(C2)(C(F)(F)F)C2=CC(=CC(=C2)Cl)Cl)S1)C N-(tert-butyl)-5-(5-(3,5-dichlorophenyl)-5-(trifluoromethyl)-4,5-dihydroisoxazol-3-yl)-3-methyl-5,6-dihydro-4H-thieno[2,3-c]pyrrole-2-carboxamide